FC1=C(C=CC(=C1OC=1C=C2C(N(C=NC2=CC1)C1=CC=C(C=C1)N1CCNCC1)=O)F)NS(=O)(=O)N1C[C@@H](CC1)F (3R)-N-[2,4-difluoro-3-({4-oxo-3-[4-(piperazin-1-yl)phenyl]quinazolin-6-yl}oxy)phenyl]-3-fluoropyrrolidine-1-sulfonamide